CC=1N=C(N2C1C(NC1=CC=C(C=C21)C(=O)OC)=O)C Methyl dimethyl-4-oxo-4,5-dihydroimidazo[1,5-a]quinoxaline-8-carboxylate